(1-Ethyl-3-piperidinyl)-(6-methoxy-2-naphthyl)methanone C(C)N1CC(CCC1)C(=O)C1=CC2=CC=C(C=C2C=C1)OC